FC=1C=C(C=C(C1OC(F)(F)F)F)C1=C(C=C(C=C1)C1=CCC(CC1)C1OCC(CC1)CCC)F 2-[4-[4-[3,5-difluoro-4-(trifluoromethoxy)phenyl]-3-fluoro-phenyl]cyclohex-3-en-1-yl]-5-propyl-tetrahydropyran